Cl.Cl.N[C@H](C(=O)OCC(F)(F)F)CC1=CC=NC2=CC=CC=C12 2,2,2-Trifluoroethyl (S)-2-amino-3-(quinolin-4-yl)propanoate dihydrochloride